C1NCC12CC(C2)CC2=C(C=C(C=C2)C(F)(F)F)S(=O)(C)=N [2-(2-azaspiro[3.3]heptane-6-ylmethyl)-5-(trifluoromethyl)phenyl]-imino-methyl-oxo-λ6-sulfane